1-((tetrahydro-2H-pyran-4-yl)methyl)-1H-pyrazole-3-carboxamide O1CCC(CC1)CN1N=C(C=C1)C(=O)N